C(C=C)(=O)N1CC(N(CC1)C=1C2=C(N(C(N1)=O)C=1C(=NC=CC1C)OC(C)C)N=C(C(=C2)F)C2=C(C=CC=C2O)F)C 4-(4-propenoyl-2-methylpiperazin-1-yl)-6-fluoro-7-(2-fluoro-6-hydroxyphenyl)-1-(2-isopropoxy-4-methylpyridin-3-yl)pyrido[2,3-d]pyrimidin-2(1H)-one